N1(C=NC=C1)CN1N=C(C=C1C1=CC=CC=C1)C1=CC=CC=C1 1-(imidazol-1-ylmethyl)-3,5-diphenylpyrazole